ClC=1C(=CC2=CN(N=C2C1)C)N=C1NC(N(C(N1)=O)CC1=NN(C=N1)C)=O (6E)-6-[(6-chloro-2-methyl-2H-indazol-5-yl)imino]-3-[(1-methyl-1H-1,2,4-triazol-3-yl)methyl]-1,3,5-triazinane-2,4-dione